2-[[2-(difluoromethyl)pyrazole-3-carbonyl]amino]-4-[2-isopropoxyethyl-[4-(5,6,7,8-tetrahydro-1,8-naphthyridin-2-yl)butyl]amino]butanoic acid FC(N1N=CC=C1C(=O)NC(C(=O)O)CCN(CCCCC1=NC=2NCCCC2C=C1)CCOC(C)C)F